N-[2-Fluoro-4-({2-[4-(4-methylpiperazin-1-yl)piperidin-1-yl]carbonylaminopyridin-4-yl}oxy)phenyl]-N'-(4-fluorophenyl)cyclopropane-1,1-dicarboxamide (2R,3R)-tartrate C(=O)(O)C(O)C(O)C(=O)O.FC1=C(C=CC(=C1)OC1=CC(=NC=C1)NC(=O)N1CCC(CC1)N1CCN(CC1)C)NC(=O)C1(CC1)C(=O)NC1=CC=C(C=C1)F